CC(\C=C\CCC)C(=O)[O-] (E)-3-hepten-2-yl-carboxylate